BrC=1C=C(CCNC(OC(C)(C)C)=O)C=CC1 tert-butyl (3-bromophenethyl)carbamate